6-(4-((2s,6R)-4-acryloyl-6-(trifluoromethyl)morpholin-2-yl)-6-chloropyridin-2-yl)-N-methylpyrimidine-4-carboxamide C(C=C)(=O)N1C[C@@H](O[C@H](C1)C(F)(F)F)C1=CC(=NC(=C1)Cl)C1=CC(=NC=N1)C(=O)NC